Dimethylethoxy(2-vinylphenyl)silane C[Si](C1=C(C=CC=C1)C=C)(OCC)C